3-[4-(tert-butoxycarbonyl)piperazin-1-yl]propanoic acid C(C)(C)(C)OC(=O)N1CCN(CC1)CCC(=O)O